9-(3,5-dimethyl-1-piperidyl)-4-[[(2S)-1,4-dioxan-2-yl]methoxy]-1-methyl-6,7-dihydrobenzo[a]quinolizin-2-one CC1CN(CC(C1)C)C1=CC2=C(C3=C(C(C=C(N3CC2)OC[C@H]2OCCOC2)=O)C)C=C1